6-[2-cyano-3-[[ethyl(methyl)sulfamoyl]amino]-6-fluoro-phenoxy]-3-[2-(4-fluoro-4-piperidyl)ethyl]-4-oxo-quinazoline C(#N)C1=C(OC=2C=C3C(N(C=NC3=CC2)CCC2(CCNCC2)F)=O)C(=CC=C1NS(N(C)CC)(=O)=O)F